C(C(C)(C)C)OB(O)C=1N(C2=CC=CC=C2C1)C(=O)OC(C)(C)C (1-(tert-butoxycarbonyl)-1H-indol-2-yl)boronic acid neopentyl ester